N[C@H]1CN(C[C@@H]1OC)C1=CC=C(C=N1)[C@H]1C[C@@H]2N([C@@H](CN(C2)C2=C3C=CC=NC3=C(C=C2)C#N)C)CC1 5-[(4R,8R,9aS)-8-[6-[(3S,4S)-3-amino-4-methoxy-pyrrolidin-1-yl]-3-pyridyl]-4-methyl-1,3,4,6,7,8,9,9a-octahydropyrido[1,2-a]pyrazin-2-yl]quinoline-8-carbonitrile